(5-(4-fluorophenoxy)pyridin-2-yl)-2-((R)-3-(5-(methylsulfonyl)-6-oxo-1,6-dihydropyridin-3-yl)piperidin-1-yl)propanamide FC1=CC=C(OC=2C=CC(=NC2)C(C(=O)N)(C)N2C[C@H](CCC2)C2=CNC(C(=C2)S(=O)(=O)C)=O)C=C1